P1=[C-]C(C=C1)=C1[C-]=PC=C1 biphospholide